C(C)(C)NC(O[C@@H]1[C@H]([C@@H](CC1)C1=NN(C(=C1)NC(=O)C1=CC(=NN1C)COC)C(C)(C)C)F)=O |r| rac-(1S,2S,3S)-3-(1-(tert-butyl)-5-(3-(methoxymethyl)-1-methyl-1H-pyrazole-5-carboxamido)-1H-pyrazol-3-yl)-2-fluorocyclopentyl isopropylcarbamate